(R)-1-(2-fluoro-5-(trifluoromethoxy)phenyl)-3-(3-hydroxy-3-methylbutan-2-yl)-N-(4-methyl-1,1-dioxidotetrahydro-2H-thiopyran-4-yl)-2-oxo-2,3-dihydro-1H-benzo[d]imidazole-5-carboxamide FC1=C(C=C(C=C1)OC(F)(F)F)N1C(N(C2=C1C=CC(=C2)C(=O)NC2(CCS(CC2)(=O)=O)C)[C@H](C)C(C)(C)O)=O